2-(3-Fluoro-4-trifluoromethyl-phenyl)-N-(4-oxo-2-pyrrolidin-1-yl-4H-quinazolin-3-yl)-acetamide FC=1C=C(C=CC1C(F)(F)F)CC(=O)NN1C(=NC2=CC=CC=C2C1=O)N1CCCC1